3,6-bis(4-amino-3-methylphenoxy)benzonorbornene NC1=C(C=C(OC2C3C4=C(C2CC3)C=C(C=C4)OC4=CC(=C(C=C4)N)C)C=C1)C